C(C1=CC=CC=C1)OCC1=NNC(N1CC)=O 3-(benzyloxymethyl)-4-ethyl-1H-1,2,4-triazol-5-one